C1=CC=CC=2C3=CC=CC=C3C(C12)COC(=O)NCCC(=O)N[C@H](CO)C(=O)O (3-((((9H-fluoren-9-yl)methoxy)carbonyl)amino)propanoyl)-D-serine